C(C)C=1C=NN2C1N=C(C=C2NCC=2C=NC(=CC2)OCCOCC2CCN(CC2)CC2CCNCC2)N2[C@@H](CCCC2)CCO 2-[(2S)-1-[3-ethyl-7-[[6-[2-[[1-(4-piperidylmethyl)-4-piperidyl]methoxy]ethoxy]-3-pyridyl]methylamino]pyrazolo[1,5-a]pyrimidin-5-yl]-2-piperidyl]ethanol